CN(C)CCOCCN(C)C 2-(N,N'-dimethylamino)ethyl ether